2,2'-((7,16,21,24-tetramethyl-1,4,7,10,13,16,21,24-octaazabicyclo[8.8.8]hexacosane-4,13-diyl)bis(methylene))bis(1,1,1,3,3,3-hexafluoropropan-2-ol) CN1CCN(CCN2CCN(CCN(CCN(CC1)CCN(CCN(CC2)C)C)CC(C(F)(F)F)(C(F)(F)F)O)C)CC(C(F)(F)F)(C(F)(F)F)O